FC(CCN(C)[C@@H]1C[C@H](CC1)NC1=NC=C(C(=N1)C1=CNC2=NC(=CC=C21)C(=O)O)C(F)(F)F)(CNC)F 3-(2-{[(1S,3S)-3-(5,5-difluoro-2,7-diazaoct-2-yl)cyclopentyl]amino}-5-(trifluoromethyl)pyrimidin-4-yl)-1H-pyrrolo[2,3-b]pyridine-6-carboxylic acid